C(CCC)C=1OC2=C(C1C(=O)C1=CC=C(C=C1)OC)C=CC=C2 (2-butylbenzofuran-3-yl)(4-methoxyphenyl)methanone